(S)-N-(3-(1-((2-ethyl-2H-pyrazolo[3,4-b]pyrazin-6-yl)amino)ethyl)-4-methylphenyl)-2-(5,6,7,8-tetrahydroquinolin-2-yl)acetamide C(C)N1N=C2N=C(C=NC2=C1)N[C@@H](C)C=1C=C(C=CC1C)NC(CC1=NC=2CCCCC2C=C1)=O